(S or R)-N-(1-(1-(5-(azetidin-1-yl)-6-methylpyrazin-2-yl)ethyl)-1H-pyrazol-4-yl)-6-(3-chloro-6-(difluoromethyl)-2-fluorophenyl)pyrazine-2-carboxamide N1(CCC1)C=1N=CC(=NC1C)[C@H](C)N1N=CC(=C1)NC(=O)C1=NC(=CN=C1)C1=C(C(=CC=C1C(F)F)Cl)F |o1:11|